ethyl formate (phenylethyl formate) C1(=CC=CC=C1)CCC(=O)O.C(=O)OCC